methylenebis(4,1-phenylene)bis(1H-pyrrole-2,5-dione) C(C1=CC=C(C=C1)N1C(C=CC1=O)=O)C1=CC=C(C=C1)N1C(C=CC1=O)=O